(3-bromo-benzylamino)-propionic acid ethyl ester C(C)OC(C(C)NCC1=CC(=CC=C1)Br)=O